[Si](C)(C)(C(C)(C)C)OC1=CC=C(C=C1)NC=1C=NN(C1OCCC1CN(CC2=CC=CC=C12)C(=O)OCCCC)C Butyl 4-[2-({4-[(4-{[tert-butyl(dimethyl)silyl]oxy}phenyl)amino]-1-methyl-1H-pyrazol-5-yl}oxy)ethyl]-3,4-dihydroisoquinoline-2(1H)-carboxylate